3-[4-[(E)-3-(4-Methoxyphenyl)-3-oxo-1-propenyl]phenyl]propenoic acid COC1=CC=C(C=C1)C(/C=C/C1=CC=C(C=C1)C=CC(=O)O)=O